Bicyclo[13.1.0]hexadecan C12CCCCCCCCCCCCCC2C1